perfluorophenyl 7-(2,2-difluorocyclopropyl)-2-oxo-1,2-dihydroquinoline-3-carboxylate FC1(C(C1)C1=CC=C2C=C(C(NC2=C1)=O)C(=O)OC1=C(C(=C(C(=C1F)F)F)F)F)F